Ethyl 3-hydroxyisoxazole-4-carboxylate OC1=NOC=C1C(=O)OCC